N-beta-hydroxybutyryl-methionine OC(CC(=O)N[C@@H](CCSC)C(=O)O)C